BrC1=CC(=C(C(=O)NC[C@@H](O[Si](C)(C)C(C)(C)C)C2N(CC3=CC=CC=C3C2)C(=O)[O-])C=C1)O 3-((R)-2-(4-bromo-2-hydroxybenzoylamino)-1-((tert-butyldimethylsilyl) oxy) ethyl)-3,4-dihydroisoquinoline-2(1H)-carboxylate